tert-butyl (1S,2S)-2-((2-methyl-6-(3-methyl-4-((6-(pyridin-2-yl)pyrazin-2-yl)amino)isoxazol-5-yl)pyridin-3-yl)carbamoyl)cyclohexane-1-carboxylate CC1=NC(=CC=C1NC(=O)[C@@H]1[C@H](CCCC1)C(=O)OC(C)(C)C)C1=C(C(=NO1)C)NC1=NC(=CN=C1)C1=NC=CC=C1